O=C1N(C(C=C1)=O)CCCN1CCN(CC1)C(=O)OCCCC Z-Butyl 4-[3-(2,5-dioxopyrrol-1-yl)propyl]piperazine-1-carboxylate